N,N'-bis(p-nitrophenyl)carbodiimide [N+](=O)([O-])C1=CC=C(C=C1)N=C=NC1=CC=C(C=C1)[N+](=O)[O-]